(R)-1-(3-(4-amino-5-(4-(benzyloxy)phenyl)-7-methyl-7H-pyrrolo[2,3-d]pyrimidin-6-yl)pyrrolidin-1-yl)prop-2-en-1-one NC=1C2=C(N=CN1)N(C(=C2C2=CC=C(C=C2)OCC2=CC=CC=C2)[C@H]2CN(CC2)C(C=C)=O)C